1-cyclopropylmethanamine C1(CC1)CN